4-[4-[1-(2,6-Dioxopiperidin-3-yl)-3-methyl-2-oxo-1,3-benzodiazol-5-yl]piperazin-1-yl]butanoic acid O=C1NC(CCC1N1C(N(C2=C1C=CC(=C2)N2CCN(CC2)CCCC(=O)O)C)=O)=O